(S or R)-N-(2-(3-(2-(5-fluoro-thiophen-2-yl)ethyl)-1-(2-(6-methylpyridin-3-yl)propan-2-yl)pyrrolidin-3-yl)propan-2-yl)benzenesulfonamide FC1=CC=C(S1)CC[C@]1(CN(CC1)C(C)(C)C=1C=NC(=CC1)C)C(C)(C)NS(=O)(=O)C1=CC=CC=C1 |o1:8|